C(C)(C)C1=C(C=CC=C1)C=1C=C2CCN([C@H](C2=CC1)CNC1=C(C(=O)O)C=CN=C1)C (R)-3-(((6-(2-isopropylphenyl)-2-methyl-1,2,3,4-tetrahydroisoquinolin-1-yl)methyl)amino)isonicotinic acid